C(C)OC1=NC=CC=C1C1=NC=2CN(C(C3(CCN(CC3)C=3C(=NC(=CC3)OC)C(F)(F)F)C2C=C1)=O)C1CNCC1 2-(2-ethoxypyridin-3-yl)-1'-[6-methoxy-2-(trifluoromethyl)pyridin-3-yl]-7-pyrrolidin-3-ylspiro[8H-1,7-naphthyridine-5,4'-piperidine]-6-one